CNC(=O)C1=CC=2CCCCC2C=C1 N-methyl-5,6,7,8-tetrahydronaphthalene-2-carboxamide